N1[C@@H](CCC1=O)C(=O)O Anti-pyroglutamic acid